COC1O[C@H]([C@H]([C@@H]1C1=C(C(=O)O)C=CC=N1)C1=C(C(=O)O)C=CC=N1)COC(C1=CN=CC=C1)=O.C(C)(C)(C)C1=CC=C(C(=O)NN)C=C1 4-tertiary butyl-benzoyl-hydrazine (3R,4R,5R)-2-methoxy-5-((nicotinoyloxy)methyl)tetrahydrofuran-3,4-diyl-dinicotinate